N1=CNC2=NC=CC(=C21)C=2C=NN(C2)C2=CC=C(C=N2)C(C(=O)NC(C)C)CCC(F)(F)F (6-(4-(3H-imidazo[4,5-b]pyridin-7-yl)-1H-pyrazol-1-yl)pyridin-3-yl)-5,5,5-trifluoro-N-isopropylpentanamide